C12CCCC(CCC1)C2 Bicyclo(3.3.1)nonane